7-cyclopentyl-2-{5-[(S)-4-(2-hydroxyethyl)-3-methyl-piperazin-1-yl]-pyridin-2-ylamino}-7H-pyrrolo[2,3-d]pyrimidine-6-carboxylic acid C1(CCCC1)N1C(=CC2=C1N=C(N=C2)NC2=NC=C(C=C2)N2C[C@@H](N(CC2)CCO)C)C(=O)O